(11R)-tetradecadiene C=CC=CCCCCCCCCCC